(6-chloro-2-methylimidazo[1,2-b]pyridazin-3-yl)(4-(2-(trifluoromethyl)phenyl)piperidin-1-yl)methanone ClC=1C=CC=2N(N1)C(=C(N2)C)C(=O)N2CCC(CC2)C2=C(C=CC=C2)C(F)(F)F